4-amino-N-[(5-chloro-1,3-benzothiazol-2-yl)methyl]-1-methyl-N-(2-oxo-1-piperidyl)pyrazolo[4,3-c]quinoline-8-carboxamide NC1=NC=2C=CC(=CC2C2=C1C=NN2C)C(=O)N(N2C(CCCC2)=O)CC=2SC1=C(N2)C=C(C=C1)Cl